7-((2r,4r)-4-(cyclopropylmethoxy)-1-((5-methoxy-7-methyl-1H-indol-4-yl)methyl)piperidin-2-yl)-2,3-dihydrobenzofuran-4-carboxylic acid C1(CC1)CO[C@H]1C[C@@H](N(CC1)CC1=C2C=CNC2=C(C=C1OC)C)C=1C=CC(=C2CCOC21)C(=O)O